12-bromo-13,18-dimethoxy-4-methyl-15,15-dioxo-8-oxa-15λ6-thia-4,5,16-triazatetracyclo[15.3.1.110,14.02,6]docosa-1(21),2,5,10(22),11,13,17,19-octaen-9-one BrC1=CC=2C(OCC3=NN(C=C3C=3C=CC(=C(NS(C(=C1OC)C2)(=O)=O)C3)OC)C)=O